ClC1=NC(=CC(=N1)N1C(C2CC2C1)C(=O)OC)Cl methyl 3-(2,6-dichloropyrimidin-4-yl)-3-azabicyclo[3.1.0]hexane-2-carboxylate